N1C=CC2=C(C=CC=C12)[C@@H](C)N1N=C(C=C1C(=O)NC1[C@H]2COC[C@@H]12)C(=O)NC 1-((R)-1-(1H-Indol-4-yl)ethyl)-N5-((1R,5S,6r)-3-oxabicyclo[3.1.0]hexan-6-yl)-N3-methyl-1H-pyrazole-3,5-dicarboxamide